(1r,4r)-4-((3-(2-chloro-4-(pyridin-3-oxy)benzoyl)-1H-pyrrolo[2,3-b]pyridin-4-yl)amino)cyclohexane-1-carboxylic acid ClC1=C(C(=O)C2=CNC3=NC=CC(=C32)NC3CCC(CC3)C(=O)O)C=CC(=C1)OC=1C=NC=CC1